C(C)(C)(C)OC(=O)N1C[C@@H](CC1)OC=1C=CC(=NC1)C(=O)O 5-{[(3R)-1-(tert-butoxycarbonyl)pyrrolidin-3-yl]oxy}pyridine-2-carboxylic acid